ethyl (3S)-3-[(tert-butoxycarbonyl)amino]-3-[4-fluoro-2'-hydroxy-6'-methyl-5-(trifluoromethyl)-[1,1'-biphenyl]-3-yl]propanoate C(C)(C)(C)OC(=O)N[C@@H](CC(=O)OCC)C=1C=C(C=C(C1F)C(F)(F)F)C1=C(C=CC=C1C)O